S1C(=NC=C1)C1=NN(C=C1)C=1C(=C(C=CC1)C(C(=O)O)CC)C [3-(1,3-thiazol-2-yl)-1H-pyrazol-1-yl[methyl]phenyl]butanoic acid